COC1=CC=C(C=C1)[C@H]1[C@@H](C1)NC1CCC(CC1)N N1-((trans)-2-(4-methoxyphenyl)cyclopropyl)cyclohexane-1,4-diamine